S1CC=C2N1C=CC=C2 isothiazolo[2,3-a]pyridine